5-bromo-2-cyanophenyl 4,6-di-O-acetyl-3-azido-3-deoxy-2-O-methyl-1-thio-alpha-D-galactopyranoside C(C)(=O)O[C@@H]1[C@@H]([C@H]([C@@H](SC2=C(C=CC(=C2)Br)C#N)O[C@@H]1COC(C)=O)OC)N=[N+]=[N-]